C(C=C)(=O)N1CCN(CC1)C1=C(C(=NC2=C(N=CC=C12)OC1=C2C=NNC2=CC(=C1Cl)F)O[C@H]1CN(C[C@@H]1OC)C)C#N 4-(4-acryloylpiperazin-1-yl)-8-((5-chloro-6-fluoro-1H-indazol-4-yl)oxy)-2-(((3S,4S)-4-methoxy-1-methylpyrrolidin-3-yl)oxy)-1,7-naphthyridine-3-carbonitrile